5-(4-chloro-3-fluorophenyl)-4-cyclobutyl-1-methyl-1H-pyrazol-3-amine ClC1=C(C=C(C=C1)C1=C(C(=NN1C)N)C1CCC1)F